OC=1C=C(\C=C\2/OC3=C(C2=O)C=C(C=C3)O)C=CC1O (Z)-2-(3,4-dihydroxybenzylidene)-5-hydroxybenzofuran-3(2H)-one